FC(C1=CC=C(C=C1)N1N=CC(=C1N)C(=O)OCC)(F)F ethyl 1-(4-trifluoromethylphenyl)-5-amino-1H-pyrazole-4-carboxylate